CC([C@@H](C(N1[C@@H](CCC1)C(=O)N1CC(OCC1)C1=NC=CC=C1)=O)NC(=O)C1=CC2=C(S1)C=CC(=C2)C(F)(F)P(O)(O)=O)(C)C ((2-(((2S)-3,3-dimethyl-1-oxo-1-((2S)-2-(2-(pyridin-2-yl)morpholine-4-carbonyl)pyrrolidin-1-yl)butan-2-yl)carbamoyl)benzo[b]thiophen-5-yl)difluoromethyl)phosphonic acid